2-(4-(((5-fluoro-6-(isobutyl(4-(trifluoromethyl)benzyl)amino)pyrimidin-4-yl)amino)methyl)-3-hydroxypiperidin-1-yl)acetamide FC=1C(=NC=NC1N(CC1=CC=C(C=C1)C(F)(F)F)CC(C)C)NCC1C(CN(CC1)CC(=O)N)O